4-[2,3-difluoro-4-(4,4,5,5-tetramethyl-1,3,2-dioxaborolan-2-yl)phenyl]-1-(2-methoxyethyl)-3,5-dimethyl-pyrazole FC1=C(C=CC(=C1F)B1OC(C(O1)(C)C)(C)C)C=1C(=NN(C1C)CCOC)C